N1=NOO1 azo peroxide